3-methyl-8-oxopyrido[2,3-b]pyrazin CC1=CN=C2C(=N1)N=CCC2=O